tert-butyl 2-{5-(2-aminopyrimidin-4-yl)-4-[3-(2,5-difluoro-benzenesulfonylamino)-2-fluorophenyl]-thiazol-2-yl}-4-cyclopropylpiperazine-1-carboxylate NC1=NC=CC(=N1)C1=C(N=C(S1)C1N(CCN(C1)C1CC1)C(=O)OC(C)(C)C)C1=C(C(=CC=C1)NS(=O)(=O)C1=C(C=CC(=C1)F)F)F